C(#N)C1=CC(=C(C(=O)O)C=C1)C(=C)C 4-cyano-2-(prop-1-en-2-yl)benzoic acid